methyl 3-(6-(chloromethyl)pyridin-3-yl)-2-methoxybenzoate ClCC1=CC=C(C=N1)C=1C(=C(C(=O)OC)C=CC1)OC